FC1=C(C=C(C(=C1)I)F)NC1=C(C(=O)OC)C=C(C(=C1F)F)C=O methyl 2-((2,5-difluoro-4-iodophenyl)amino)-3,4-difluoro-5-formylbenzoate